4-(methylthio)biphenyl CSC1=CC=C(C=C1)C1=CC=CC=C1